CN1C(N(C2=C1C(=CC=C2)C2CNCC2)C2C(NC(CC2)=O)=O)=O 3-(3-methyl-2-oxo-4-pyrrolidin-3-yl-benzimidazol-1-yl)piperidine-2,6-dione